5-((1-(cyclopropylsulfonyl)piperidin-4-yl)methoxy)-2-(isoindolin-2-ylmethyl)-4H-pyran-4-one C1(CC1)S(=O)(=O)N1CCC(CC1)COC=1C(C=C(OC1)CN1CC2=CC=CC=C2C1)=O